C(C1=CC=CC=C1)N1CCN(CC1)CCCCOC=1C=C2CCC(N3C2=C(C1)CC3)=O 8-(4-(4-Benzylpiperazin-1-yl)butoxy)-5,6-dihydro-1H-pyrrolo[3,2,1-ij]quinolin-4(2H)-one